(1r,4r)-4-(5-(1-(1-(2-fluoroacryloyl)azetidin-3-yl)-3-(4-(trifluoromethyl)phenyl)-1H-indazol-7-yl)-1,2,4-oxadiazol-3-yl)-N-phenylcyclohexane-1-carboxamide FC(C(=O)N1CC(C1)N1N=C(C2=CC=CC(=C12)C1=NC(=NO1)C1CCC(CC1)C(=O)NC1=CC=CC=C1)C1=CC=C(C=C1)C(F)(F)F)=C